tert-butyl ((3S)-7-fluoro-1-methyl-6-(oxiran-2-ylmethyl)-2-oxo-1,2,3,4,5,6-hexahydrobenzo[b][1,4]diazocin-3-yl)carbamate FC1=CC=CC=2N(C([C@H](CCN(C21)CC2OC2)NC(OC(C)(C)C)=O)=O)C